BrC1=CC=C2CNC(C2=C1)=O 6-bromoisoindolin-1-one